ClCC1COC=C1 3-(chloromethyl)-2,3-dihydrofuran